8-(2,4-Dichlorophenyl)-9-(3-fluoro-4-((1-(3-fluoropropyl)azetidin-3-yliden)methyl)-5-methylphenyl)-6,7-dihydro-5H-benzo[7]annulen ClC1=C(C=CC(=C1)Cl)C=1CCCC2=C(C1C1=CC(=C(C(=C1)C)C=C1CN(C1)CCCF)F)C=CC=C2